1-((2S*,4R*)-4-(((1r,4R)-4-Hydroxycyclohexyl)amino)-2-methyl-3,4-dihydroquinolin-1(2H)-yl)propan OC1CCC(CC1)N[C@@H]1C[C@@H](N(C2=CC=CC=C12)CCC)C |o1:8,10|